(5RS)-2-[(3-Methyl-1,2-oxazol-5-yl)methyl]-5-(pyrrolidin-1-ylcarbonyl)-5,6,7,8-tetrahydro[1,2,4]triazolo[4,3-a]pyridin-3(2H)-one CC1=NOC(=C1)CN1N=C2N([C@H](CCC2)C(=O)N2CCCC2)C1=O |r|